OC(CN(CCCNC(CCCCCCC\C=C/CCCC)=O)CCCOCCCC)CO N-[3-[(2,3-dihydroxypropyl)(3-butyloxypropyl)amino]propyl]myristoleamide